(7-cyclohexyl-4-methoxy-thiazolo[4,5-c]pyridin-2-yl)-amid C1(CCCCC1)C=1C2=C(C(=NC1)OC)N=C(S2)[NH-]